3,4-di-O-benzyl-alpha-D-galactopyranose C(C1=CC=CC=C1)O[C@@H]1[C@H]([C@@H](O)O[C@@H]([C@@H]1OCC1=CC=CC=C1)CO)O